The molecule is a 2,4,6-trimethylphenylalanine that has D-configuration at the 2-position. It is a 2,4,6-trimethylphenylalanine and a D-phenylalanine derivative. It is an enantiomer of a L-2,4,6-trimethylphenylalanine. CC1=CC(=C(C(=C1)C)C[C@H](C(=O)O)N)C